(E)-3-(3,4-dimethoxyphenyl)-1-phenyl-5-styryl-1H-pyrazole-4-carboxylic acid ethyl ester C(C)OC(=O)C=1C(=NN(C1\C=C\C1=CC=CC=C1)C1=CC=CC=C1)C1=CC(=C(C=C1)OC)OC